C(C)(=O)NC=1SC(=CN1)C(=O)N[C@H](C(=O)NC=1C(N(C=CC1)CC(=O)NC12CC(C1)C2)=O)CCC(C(=O)NC)=O (S)-2-(2-Acetamidothiazol-5-carboxamido)-N1-(1-(2-(bicyclo[1.1.1]pentan-1-ylamino)-2-oxoethyl)-2-oxo-1,2-dihydropyridin-3-yl)-N6-methyl-5-oxohexandiamid